FC=1C=C(C=CC1OC)C1(CCOCC1)NS(=O)(=O)C1=CC=C(C=C1)OC(F)(F)F N-(4-(3-fluoro-4-methoxyphenyl)tetrahydro-2H-pyran-4-yl)-4-(trifluoromethoxy)benzenesulfonamide